2-[(2-fluoro-2-phenyl-acetyl)amino]-4-[2-methoxyethyl-[4-(5,6,7,8-tetrahydro-1,8-naphthyridin-2-yl)butyl]amino]butanoic acid FC(C(=O)NC(C(=O)O)CCN(CCCCC1=NC=2NCCCC2C=C1)CCOC)C1=CC=CC=C1